C(CCC)N1[Si](CCC1)(OC)OC N-n-butyl-1-aza-2,2-dimethoxy-2-silacyclopentane